C[C@H]1CC[C@@H](NC1)C=1C=CC2=C(N=C(S2)C2CCN(CC2)C(C)=O)C1 1-(4-(5-((2R,5S)-5-methylpiperidin-2-yl)benzo[d]thiazol-2-yl)piperidin-1-yl)ethanone